OC(=O)C(F)(F)F.BrC1=CC=C(C(=N1)NC(=O)[C@H]1N[C@@H]2C[C@@]2(C1)CNS(=O)(=O)CCC=C)C=C (1R,3S,5R)-N-(6-Bromo-3-vinylpyridin-2-yl)-5-((but-3-en-1-ylsulfonamido)methyl)-2-azabicyclo[3.1.0]hexane-3-carboxamide TFA Salt